(R)-3-((7-(8-chloronaphthalen-1-yl)-2-((tetrahydro-1H-pyrrolizin-7a(5H)-yl)methoxy)-5,6,7,8-tetrahydropyrido[3,4-d]pyrimidin-4-yl)(methyl)amino)pyrrolidine-1-carbonitrile ClC=1C=CC=C2C=CC=C(C12)N1CC=2N=C(N=C(C2CC1)N([C@H]1CN(CC1)C#N)C)OCC12CCCN2CCC1